γ-glycidoxypropyl-Triphenoxysilane tert-butyl-7-(2-((5-cyanopyridin-2-yl)((6-methylpyridin-3-yl)methyl)amino)ethyl)-6,8-dioxa-2-azaspiro[3.5]nonane-2-carboxylate C(C)(C)(C)OC(=O)N1CC2(C1)COC(OC2)CCN(CC=2C=NC(=CC2)C)C2=NC=C(C=C2)C#N.C(C2CO2)OCCC[Si](OC2=CC=CC=C2)(OC2=CC=CC=C2)OC2=CC=CC=C2